2-{4-[(2-{3-[(2-methoxy-4-sulfamoylphenyl) amino]prop-1-yn-1-yl}-1-(2,2,2-trifluoroethyl)-1H-indol-4-yl)amino] piperidin-1-yl}ethyl 2-methylpropanoate CC(C(=O)OCCN1CCC(CC1)NC1=C2C=C(N(C2=CC=C1)CC(F)(F)F)C#CCNC1=C(C=C(C=C1)S(N)(=O)=O)OC)C